(S)-N-((s)-1-cyano-2-(8-cyano-2-fluoro-6H-benzo[c]chromen-3-yl)ethyl)-1,4-oxazepane-2-carboxamide C(#N)[C@H](CC1=C(C=C2C3=C(COC2=C1)C=C(C=C3)C#N)F)NC(=O)[C@H]3OCCCNC3